2-methyl-3-[1-(2,2,3-trimethylcyclopent-3-en-1-yl)cyclopropyl]propan-1-ol CC(CO)CC1(CC1)C1C(C(=CC1)C)(C)C